BrC=1C=C(C=CC1)C1=CC(=NC=N1)C1=CN=C2N1N=C(C=C2)C(F)F 3-(6-(3-bromophenyl)pyrimidin-4-yl)-6-(difluoromethyl)imidazo[1,2-b]pyridazine